C(C1=CC=CC=C1)=C1C(=NN(C1=O)C=1C=C(C=CC1)C)C 4-benzylidene-3-methyl-1-(3-tolyl)-1H-pyrazol-5(4H)-one